5-ethoxy-7-oxo-bicyclo[2.2.1]Hept-2-ene C(C)OC1C2C=CC(C1)C2=O